N5-[3-chloro-2-[4-(methoxymethyl)-4-methyl-1-piperidyl]phenyl]-N2,N2-dimethyl-thiophene-2,5-disulfonamide ClC=1C(=C(C=CC1)NS(=O)(=O)C1=CC=C(S1)S(=O)(=O)N(C)C)N1CCC(CC1)(C)COC